1-(1-methylcyclopropyl)ethan-1-one oxime CC1(CC1)C(C)=NO